O(C1=CC=CC=C1)C=1C=CC(=NC1)NC=1C2=C(N=CN1)C=CC(=N2)N2CC1(CCN1C(C=C)=O)C2 1-(6-(4-((5-Phenoxypyridin-2-yl)amino)pyrido[3,2-d]pyrimidin-6-yl)-1,6-diazaspiro[3.3]heptan-1-yl)prop-2-en-1-one